tetramethyl-di-epoxy-diphenyl-trisiloxane C[SiH2]O[Si](O[Si](C)(C)C)(C1=C2C(=C3C(=C1)O3)O2)C2=C3C(=C1C(=C2)O1)O3